N-[4-(3-cyanophenyl)-5-(4-methyl-quinazolin-6-yl)thiazol-2-yl]-4-methyl-1-oxa-4,9-diazaspiro[5.5]undecane-9-carboxamide C(#N)C=1C=C(C=CC1)C=1N=C(SC1C=1C=C2C(=NC=NC2=CC1)C)NC(=O)N1CCC2(CN(CCO2)C)CC1